C12(CC3CC(CC(C1)C3)C2)CCCCCNC(=O)NCC2=NN(C(=C2C)C2=CC=C(C=C2)Cl)C2=C(C=C(C=C2)Cl)Cl 1-(5-((3r,5r,7r)-adamantan-1-yl)pentyl)-3-((5-(4-chloro-phenyl)-1-(2,4-dichlorophenyl)-4-methyl-1H-pyrazol-3-yl)-methyl)urea